4-[(1R,5R)-bicyclo[3.1.0]hexane-1-carbonyl]piperazin [C@@]12(CCC[C@@H]2C1)C(=O)N1CCNCC1